N1C(=NC=C1)NC=1NC=2N(C(C1C1=CC=C(C=C1)OC)=O)N=C(C2C2=CC=CC=C2)C2=CC=CC=C2 5-((1H-imidazol-2-yl)amino)-6-(4-methoxyphenyl)-2,3-diphenylpyrazolo[1,5-a]pyrimidin-7(4H)-one